Methoxymethyltriazole COCC=1N=NNC1